sodium 3,5-bis(2,4-difluorophenyl)-2-methylpyrazolo[1,5-a]pyrimidin-7-carboxylate FC1=C(C=CC(=C1)F)C=1C(=NN2C1N=C(C=C2C(=O)[O-])C2=C(C=C(C=C2)F)F)C.[Na+]